FC1=C(CNC(CN2N=NN=C2C(CCCCB2OC(C(O2)(C)C)(C)C)NC(C2=CC=CC=C2)(C2=CC=CC=C2)C2=CC=CC=C2)=O)C=CC=C1 N-(2-fluorobenzyl)-2-(5-(5-(4,4,5,5-tetramethyl-1,3,2-dioxaborolan-2-yl)-1-(tritylamino)pentyl)-1H-tetrazol-1-yl)acetamide